(Z)-4-(3-(4-bromo-3-chlorophenyl)-1,4,4,4-tetrafluorobut-1-en-1-yl)-N'-methyl-N'-(pyrimidin-2-yl)-2-(trifluoromethyl)benzoyl-hydrazine BrC1=C(C=C(C=C1)C(\C=C(/F)\C1=CC(=C(C(=O)NN(C2=NC=CC=N2)C)C=C1)C(F)(F)F)C(F)(F)F)Cl